monobutyl peroxymaleate C(\C=C/C(=O)[O-])(=O)OOCCCC